C1(=CC=CC=C1)[P]C1=CC(=CC=C1)C1=CC=CC=C1 phenyl-(3-phenylphenyl)phosphorus